4-(5-bromothiophen-2-yl)benzaldehyde BrC1=CC=C(S1)C1=CC=C(C=O)C=C1